COC(C1=CC(=CC(=C1)C=1C(=NC=CC1C(F)(F)F)C=C)F)=O.C(C=C)(=O)OCCC[Si](OCC)(OCC)C acryloyloxypropylmethyldiethoxysilane methyl-3-fluoro-5-(4-(trifluoromethyl)-2-vinylpyridin-3-yl)benzoate